tert-butyl 4-(benzyloxy)piperidine-1-carboxylate C(C1=CC=CC=C1)OC1CCN(CC1)C(=O)OC(C)(C)C